[Cl-].C(CCCCCCC)[N+]1=C(C=CC=C1)C 1-octyl-2-methyl-pyridinium chloride